FC=1C(=NC(=CC1C=1C=C(C#N)C=C(C1)OC)C=1OC(=NN1)C1=NC=C(C=C1)F)C 3-(3-fluoro-6-(5-(5-fluoropyridin-2-yl)-1,3,4-oxadiazol-2-yl)-2-methylpyridin-4-yl)-5-methoxybenzonitrile